(S)-N-((S)-1-(cyclopropylamino)-6,6-difluoro-1,2-dioxoheptan-3-yl)-2-((S)-3,3-dimethyl-2-(3-methylureido)butanoyl)-2-azaspiro[4.5]decane-3-carboxamide C1(CC1)NC(C([C@H](CCC(C)(F)F)NC(=O)[C@H]1N(CC2(C1)CCCCC2)C([C@H](C(C)(C)C)NC(=O)NC)=O)=O)=O